COC(=O)C=1C=CC2=C(N(C(=N2)CC2=CC=C(C=C2)C2=NC(=CC=C2)OCC23CCC(CC2)CC3)C[C@H]3OCC3)C1 (S)-2-(4-(6-(bicyclo[2.2.2]oct-1-ylmethoxy)pyridin-2-yl)benzyl)-1-(oxetan-2-ylmethyl)-1H-benzo[d]imidazole-6-carboxylic acid methyl ester